(1-(4-((1H-indazol-5-yl)ethynyl)-[2,4'-bipyrimidinyl]-2'-yl)azetidin-3-yl)benzonitrile trifluoroacetate FC(C(=O)O)(F)F.N1N=CC2=CC(=CC=C12)C#CC1=NC(=NC=C1)C1=NC(=NC=C1)N1CC(C1)C1=C(C#N)C=CC=C1